C(#N)C1=CC=2N(N=C1)C(=CC2)C2=CC(=C(C=N2)C2=NN=C(S2)C(=O)NC2CC(C2)(C)O)NC(C)C 5-(6-(3-cyanopyrrolo[1,2-b]pyridazin-7-yl)-4-(isopropylamino)pyridin-3-yl)-N-((1r,3r)-3-hydroxy-3-methylcyclobutyl)-1,3,4-thiadiazole-2-carboxamide